CN(CCN(C(C)=O)CC1=C(C=C2C=NN(C2=C1)CC(C)C)OC1=CC=C(C=C1)F)C N-(2-(dimethylamino)ethyl)-N-((5-(4-fluorophenoxy)-1-isobutyl-1H-indazol-6-yl)methyl)acetamide